C(C)(C)(C)C1N(CCCC1)C1C(CN(CC1)C1=C(C=C(C=C1)NC1C(NC(CC1)=O)=O)F)F tert-butyl-1'-(4-((2,6-dioxopiperidin-3-yl)amino)-2-fluorophenyl)-3'-fluoro-[1,4'-bipiperidine]